ClC=1C(=C(CNCCO)C=CC1)F 2-((3-chloro-2-fluorobenzyl)amino)ethanol